FC1=CC=C(C=C1)C#CC=1C=C(N)C=CC1[N+](=O)[O-] 3-((4-fluorophenyl)ethynyl)-4-nitroaniline